Dikalium hydrogenphosphat P(=O)(O)([O-])[O-].[K+].[K+]